FC1=C(C=CC(=C1)F)N1N=CC(=C1C)C(=O)NC1CC2(C1)CC(C2)OC2=C(C=C1C(=N2)C(=C(S1)C)C)C(N)=O 1-(2,4-difluorophenyl)-5-methyl-N-[(4s)-6-({6-carbamoyl-2,3-dimethylthieno[3,2-b]pyridin-5-yl}oxy)spiro[3.3]heptan-2-yl]-1H-pyrazole-4-carboxamide